S1C(=CC=C1)C1=NC2=CC=C(C=C2N=C1C=1SC=CC1)NC(=O)NCCOC 1-(2,3-bis(thien-2-yl)quinoxalin-6-yl)-3-(2-methoxyethyl)urea